o-tolueneboronic acid CC=1C(=CC=CC1)B(O)O